C(C)(C)(C)OC(=O)NN=C1CCN(CCC1)C.CN1CCC(CCC1)NNC(=O)OC(C)(C)C tert-butyl 2-(1-methylazepan-4-yl)hydrazine-1-carboxylate Tert-butyl-2-(1-methylazepan-4-ylidene)hydrazine-1-carboxylate